O=C1NC2=CC=C(C=C2C(=N1)N1CC2(C1)CCN(CC2)CC=2C=C1C=C(NC1=CC2)C#N)CC(F)(F)F 5-[[2-[2-oxo-6-(2,2,2-trifluoroethyl)-1H-quinazolin-4-yl]-2,7-diazaspiro[3.5]nonan-7-yl]methyl]indole-2-carbonitrile